ClC=1C=NN2C1C=C(C=C2C(=O)O)CNC2(CC2)C 3-chloro-5-(((1-methylcyclopropyl)amino)methyl)pyrazolo[1,5-a]pyridine-7-carboxylic acid